C(C=C)(=O)N1CC(CC1)N1C(N(C2=C1C=CC=C2)C2=CC=C(C=C2)C(F)(F)F)=O 1-(1-acryloylpyrrolidin-3-yl)-3-(4-(trifluoromethyl)phenyl)-1,3-dihydro-2H-benzo[d]imidazol-2-one